(±)-2-(2,2-Dimethyl-3-phenyl-7-(3-(p-tolyl)ureido)-2,3-dihydrobenzofuran-5-yl)benzoic acid CC1(OC2=C([C@H]1C1=CC=CC=C1)C=C(C=C2NC(=O)NC2=CC=C(C=C2)C)C2=C(C(=O)O)C=CC=C2)C |r|